CC(C(=O)N1CC2=CC(=CC=C2CC1)S(=O)(=O)N1CC2(CCC2)CC1C)C 2-Methyl-1-(7-((7-methyl-6-azaspiro[3.4]octan-6-yl)sulfonyl)-3,4-dihydroisoquinolin-2(1H)-yl)propan-1-one